BrC1CC2=CC3=C(OCC3)C=C2C1O 6-bromo-3,5,6,7-tetrahydro-2H-indeno[5,6-b]furan-7-ol